ClC1=CC(=C(C=N1)NC(=O)C1(CN(C1)C1=NC=NC=C1C)C1=C(C=CC=C1)C(C)C)OC N-(6-chloro-4-methoxypyridin-3-yl)-3-(2-isopropylphenyl)-1-(5-methylpyrimidin-4-yl)azetidine-3-carboxamide